[(3R,9aS)-3-(4-fluoro-3-phenyl-phenyl)-3,4,6,7,9,9a-hexahydro-1H-pyrazino[2,1-c][1,4]oxazin-8-yl]-(2-chloro-3-methoxyphenyl)methanone FC1=C(C=C(C=C1)[C@@H]1CN2[C@H](CO1)CN(CC2)C(=O)C2=C(C(=CC=C2)OC)Cl)C2=CC=CC=C2